C(C)OC(C)N1N=CC(=C1)C1=C(C=2N(C=N1)N=C(N2)N[C@@H]2[C@@H](CN(CC2)C(=O)OC(C)(C)C)C)OC(C)C tert-butyl (3R,4S)-4-({7-[1-(1-ethoxyethyl)pyrazol-4-yl]-8-isopropoxy-[1,2,4]triazolo[1,5-c]pyrimidin-2-yl}amino)-3-methylpiperidine-1-carboxylate